CC1=C(OC=2C(N(C=CC2C=2C3=C(C(N(C2)C)=O)NC=C3)CC(F)(F)F)=O)C(=CC=C1)C 4-(3-(2,6-dimethylphenoxy)-2-oxo-1-(2,2,2-trifluoroethyl)-1,2-dihydropyridin-4-yl)-6-methyl-1,6-dihydro-7H-pyrrolo[2,3-c]pyridin-7-one